C(C)(C)(C)OC(=O)NN(C(C)C)C1=C(C(=O)OCC)C=CC(=N1)Cl ethyl 2-(2-(tert-butoxycarbonyl)-1-isopropylhydrazineyl)-6-chloronicotinate